C(#N)C=1C=CC(=NC1)N1CCN(CC1)CC=1C=C(SC1)NC(C(CC)=O)=O N-(4-((4-(5-cyanopyridin-2-yl)piperazin-1-yl)methyl)thiophen-2-yl)-2-oxobutanamide